N-Benzyl-4-(1-cyano-2'-oxo-1',4'-dihydro-2'H-spiro[pyrrolidine-3,3'-quinolin]-6'-yl)benzamide C(C1=CC=CC=C1)NC(C1=CC=C(C=C1)C=1C=C2CC3(C(NC2=CC1)=O)CN(CC3)C#N)=O